ClC=1SC=C(N1)C(C(=O)OCC(C1=NC=CC=C1)=O)(F)F 2-oxo-2-(pyridin-2-yl)ethyl (2-chloro-1,3-thiazol-4-yl)(difluoro)acetate